N-((3R,4S)-4-((7-(2,6-dichloro-3,5-dimethoxyphenyl)-5-(2-methylmorpholino)-2,6-naphthyridin-3-yl)amino)tetrahydrofuran-3-yl)acrylamide ClC1=C(C(=C(C=C1OC)OC)Cl)C1=NC(=C2C=C(N=CC2=C1)N[C@H]1[C@H](COC1)NC(C=C)=O)N1CC(OCC1)C